CN(C(=O)C1=CC=C(C=C1)C1=CC=2C(=NC=C(C2)C(=O)NC=2C(=NC=C(C2)NC(CN2[C@H](CCC2)C)=O)C)N1)C (S)-2-(4-(dimethylcarbamoyl)phenyl)-N-(2-methyl-5-(2-(2-methylpyrrolidin-1-yl)acetamido)pyridin-3-yl)-1H-pyrrolo[2,3-b]pyridine-5-carboxamide